COC1=CC=C(C=C1)C1(CCCC1)C(=O)N1[C@H](CCC1)C(=O)NC1=CC(=CC=C1)C 1-{[1-(4-Methoxyphenyl)cyclopentyl]carbonyl}-N-(3-methylphenyl)-D-prolinamide